N-[2-[3-[(2R,5S)-5-(aminomethyl)-3-oxo-1,4-thiazepan-2-yl]phenyl]phenyl]acetamide NC[C@H]1NC([C@H](SCC1)C=1C=C(C=CC1)C1=C(C=CC=C1)NC(C)=O)=O